ClC=1C=C2C(=CNC2=CC1)C1C(CCCC1)=O 2-[5-chloro-(3-indolyl)]cyclohexanone